[Si](C)(C)(C(C)(C)C)O[C@@H]1C[C@H](CCC1)N1N=C(C=2C1=NC=NC2N)I trans-1-(3-((tert-butyldimethylsilyl)oxy)cyclohexyl)-3-iodo-1H-pyrazolo[3,4-d]pyrimidin-4-amine